2,2-dichloro-(3,4-dihydro-3-methyl-2H-1,4-benzoxazin-4-yl)ethanone tert-butyl-2-[6-(trifluoromethyl)pyridin-3-yl]-2,6-diazaspiro[3.5]nonane-6-carboxylate C(C)(C)(C)OC(=O)N1CC2(CN(C2)C=2C=NC(=CC2)C(F)(F)F)CCC1.ClC(C(=O)N1C(COC2=C1C=CC=C2)C)Cl